2-(5-bromo-4H-1,2,4-triazol-3-yl)-2-(4,4-difluorocyclohexyl)acetic acid BrC=1NC(=NN1)C(C(=O)O)C1CCC(CC1)(F)F